C(C)(C)(C)N(C(O)=O)CC(NCOCC1=CC=C(C=C1)COC1=CC=C(C=C1)NC(=O)OC1=CC=CC=C1)=O.CCC1=C(C(=O)N)C=CC=C1 (methyl-methyl)benzamide tert-butyl-(2-oxo-2-((((4-((4-((phenoxycarbonyl)amino)phenoxy)methyl)benzyl)oxy)methyl)amino)ethyl)carbamate